tert-butyl (2R,5R)-2-(hydroxymethyl)-5-methylmorpholine-4-carboxylate OC[C@H]1CN([C@@H](CO1)C)C(=O)OC(C)(C)C